((2R,3S,4R,5R)-5-(4-aminopyrrolo[2,1-f][1,2,4]triazin-7-yl)-5-cyano-3,4-dihydroxytetrahydrofuran-2-yl)methyl azetidin-3-yl carbonate C(OC[C@H]1O[C@@]([C@@H]([C@@H]1O)O)(C#N)C1=CC=C2C(=NC=NN21)N)(OC2CNC2)=O